(2-(4-Methyl-4H-1,2,4-triazol-3-yl)ethyl)isoindolin-1-one CN1C(=NN=C1)CCN1C(C2=CC=CC=C2C1)=O